N-Boc-8-aminooctanoic acid C(=O)(OC(C)(C)C)NCCCCCCCC(=O)O